Cl.FC(CN1N=CC(=C1)C1=CC=C(C(=O)NC2=CC3=C(NC(=N3)CN3[C@H](CCC3)C)C=C2)C=C1)(CN1CCNCC1)F (S)-4-(1-(2,2-difluoro-3-(piperazin-1-yl)propyl)-1H-pyrazol-4-yl)-N-(2-((2-methylpyrrolidin-1-yl)methyl)-1H-benzo[d]imidazol-5-yl)benzamide hydrochloride